(cis)-2-((6-((6-methoxy-2-methyl-1,2,3,4-tetrahydroisoquinolin-7-yl)amino)-1H-pyrazolo[3,4-d]pyrimidin-1-yl)methyl)cyclopropane-1-carboxylic acid COC=1C=C2CCN(CC2=CC1NC1=NC=C2C(=N1)N(N=C2)C[C@@H]2[C@@H](C2)C(=O)O)C